C(C)(=O)C1=C(C=C(C=C1)F)C1=CC(NN=C1OC)=O 5-(2-acetyl-5-fluorophenyl)-6-methoxypyridazin-3(2H)-one